2-[3-[[1-isopropyl-4-[[4-(trifluoromethyl)phenyl]methyl]indazole-3-carbonyl]amino]-1-bicyclo[1.1.1]pentanyl]acetic acid C(C)(C)N1N=C(C2=C(C=CC=C12)CC1=CC=C(C=C1)C(F)(F)F)C(=O)NC12CC(C1)(C2)CC(=O)O